NC=1NC(C2=C(N1)NC(=C2)CCNC(NC2=C(C(=O)NC1=CC=NC=C1)C=CC=C2)=O)=O (3-(2-(2-amino-4-oxo-4,7-dihydro-3H-pyrrolo[2,3-d]pyrimidin-6-yl)ethyl)ureido)-N-(pyridin-4-yl)benzamide